ClC=1C(=C(C=CC1OC(F)F)NC1=NC=NC2=C1N=C(N=C2)N2C1CN(C(C2)CC1)C(=O)OC(C)(C)C)F tert-butyl 5-(8-((3-chloro-4-(difluoromethoxy)-2-fluorophenyl)amino)pyrimido[5,4-d]pyrimidin-2-yl)-2,5-diazabicyclo[2.2.2]octane-2-carboxylate